NC(CCC(=O)O)CN 4,5-diaminopentanoic acid